F[C@@H]1CC2=CCCN2C1 (2R,7aS)-2-fluoro-tetrahydro-1H-pyrrolizin